(S)-2-amino-2-(m-tolyl)ethanol HCl Cl.N[C@H](CO)C=1C=C(C=CC1)C